ethyl 2-((4-fluoro-2-iso-propylphenyl)-amino)-4-meth-ylbenzoate FC1=CC(=C(C=C1)NC1=C(C(=O)OCC)C=CC(=C1)C)C(C)C